3-(3-(3-((2-((3,5-Difluorophenyl)amino)-5-(ethoxycarbonyl)pyrimidin-4-yl)amino)propyl)thioureido)propanoic acid FC=1C=C(C=C(C1)F)NC1=NC=C(C(=N1)NCCCNC(NCCC(=O)O)=S)C(=O)OCC